C(CN(CC(=O)O)CC(=O)O)N(CCO)CC(=O)O N-{2-[bis(carboxymethyl)amino]ethyl}-N-(2-hydroxyethyl)glycine